(4R,5R,6S)-3-[(3S,5S)-5-[(3-carboxyphenyl)carbamoyl]pyrrolidin-3-yl]thio-6-[(1R)-1-hydroxyethyl]-4-methyl-7-oxo-1-azabicyclo[3.2.0]hept-2-ene-2-carboxylic acid C(=O)(O)C=1C=C(C=CC1)NC(=O)[C@@H]1C[C@@H](CN1)SC1=C(N2C([C@@H]([C@@H]2[C@H]1C)[C@@H](C)O)=O)C(=O)O